1-(4-Methyl-1,3-dihydro-2,7,8a-triaza-as-indacen-2-yl)-2-[1-(2-trifluoromethyl-pyridin-4-yl)-azetidin-3-yl]-ethanone CC=1C=2CN(CC2N2C=NC=C2C1)C(CC1CN(C1)C1=CC(=NC=C1)C(F)(F)F)=O